[C@@H]12[C@H](C[C@@H](CC1)C2)OC2=NN(C=C2)C(=O)OC(C)(C)C tert-Butyl 3-[(1R,2S,4S)-norbornan-2-yl]oxypyrazole-1-carboxylate